N-(3-{2-[(1-methylpiperidin-4-yl)amino]quinolin-7-yl}phenyl)prop-2-enamide CN1CCC(CC1)NC1=NC2=CC(=CC=C2C=C1)C=1C=C(C=CC1)NC(C=C)=O